C(C)(C)(C)OC(=O)N1[C@@H]([C@H](C1)CO)C |r| trans-rac-(2r,3s)-3-(hydroxymethyl)-2-methylazetidine-1-carboxylic acid tert-butyl ester